FC(C(=O)O)(F)F.C(C)OC=1C(=NC=CC1)OC=1C=C(C=NC1)C1=NC=C(C=N1)C(=O)NC1C(NCCC1)C 2-{5-[(3-ethoxypyridin-2-yl)oxy]pyridin-3-yl}-N-(2-methylpiperidin-3-yl)pyrimidine-5-carboxamide, trifluoroacetate salt